C(CCCC)C1=NC2=C3N=C(C=CC3=CC=C2C=C1)CCCCC 2,9-Di-n-pentyl-1,10-phenanthroline